O=C(C(=O)O)CCP(=O)(OCO)O 2-oxo-4-(hydroxymethylphosphono)butanoic acid